CC1=CC2=C(C3=CC=CC=C3C=C2C=C1)OC(=O)C1C(CC(=CC1)C)C(=O)O 2-methyl-9-[2-carboxy(4-methyl-4-cyclohexenyl)]carbonyloxyanthracene